C(C(C)(C)C)(=O)ON(C1=CC(=C(C(=N1)C)CN)C)OC(C(C)(C)C)=O (6-(bis(pivaloyloxy)amino)-2,4-dimethylpyridin-3-yl)methylamine